3-hydroxy-4-methoxyphenyllactic acid COC1=C(C=C(C=C1)CC(C(=O)O)O)O